ClC=1C(=C(C=CC1F)[C@@H](NC(=O)N1[C@@H](C(NCC1)=O)C)C=1C=NC(=NC1)OC(F)F)F (2R)-N-((S)-(3-chloro-2,4-difluorophenyl)(2-(difluoromethoxy)pyrimidin-5-yl)methyl)-2-methyl-3-oxopiperazine-1-carboxamide